3,3'-((1e,1'e)-(ethane-1,2-diylbis(azoethylene))bis(methanoethylene))bis(4-hydroxybenzaldehyde) C(CN=NCCC1C(C1)C=1C=C(C=O)C=CC1O)N=NCCC1C(C1)C=1C=C(C=O)C=CC1O